6-(2-hydroxy-1-((1-methylcyclobutyl)amino)ethyl)-2-(3-(1-(4-methyl-4H-1,2,4-triazol-3-yl)cyclobutyl)phenyl)-4-(trifluoromethyl)isoindolin-1-one OCC(NC1(CCC1)C)C1=CC(=C2CN(C(C2=C1)=O)C1=CC(=CC=C1)C1(CCC1)C1=NN=CN1C)C(F)(F)F